((2R,3S,4R,5R)-5-(4-aminopyrrolo[2,1-f][1,2,4]triazin-7-yl)-5-cyano-3,4-dihydroxytetrahydrofuran-2-yl)methyl (3-methylpentan-3-yl) carbonate C(OC[C@H]1O[C@@]([C@@H]([C@@H]1O)O)(C#N)C1=CC=C2C(=NC=NN21)N)(OC(CC)(CC)C)=O